6-[5-[[1-[(E)-2-(aminomethyl)-3-fluoro-allyl]-5-oxo-1,2,4-triazol-4-yl]methyl]-2-thienyl]-5-methyl-4H-1,4-benzoxazin-3-one hydrochloride Cl.NC/C(/CN1N=CN(C1=O)CC1=CC=C(S1)C=1C=CC2=C(NC(CO2)=O)C1C)=C\F